ClC=1C=CC2=C(N(C=3N=C(C=CC3C2=O)N(C2CC(C2)OC)CC2CC2)CC(=O)[O-])C1SC.[Na+] sodium 2-(8-chloro-2-((cyclopropylmethyl)(3-methoxycyclobutyl)amino)-9-(methylthio)-5-oxobenzo[b][1,8]naphthyridin-10(5H)-yl)acetate